N[C@H](C(=O)NC1=C(C(=C(C=C1)I)Cl)C(C1=C(C=CC=C1F)F)=O)C (2S)-2-amino-N-[3-chloro-2-(2,6-difluorobenzoyl)-4-iodophenyl]Propionamide